C(C1=CC=CC=C1)N1CCN(CC1)C1=NC=C(C=N1)CN(C(OC(C)(C)C)=O)C tert-butyl ((2-(4-benzylpiperazin-1-yl)pyrimidin-5-yl)methyl)(methyl)carbamate